(4R)-4-(aminomethyl)-N-(3-chlorophenyl)-N-methyl-3,4-dihydro-2H-1-benzopyran-7-amine NC[C@@H]1CCOC2=C1C=CC(=C2)N(C)C2=CC(=CC=C2)Cl